CN1C=C(C=C(C1=O)C)C=1C=C(C=CC1OC1CCOCC1)NS(=O)(=O)C N-[3-(1,5-dimethyl-6-oxopyridin-3-yl)-4-(oxan-4-yloxy)phenyl]methanesulfonamide